triethyl-fluorosilane C(C)[Si](F)(CC)CC